C(#N)/C(/C(=O)N1CCNCC1)=C\C1=CC(=C(C=C1)O)O (E)-α-cyano-3,4-dihydroxycinnamoylpiperazine